C(#N)C(C(=O)OCC)CC(OC)OC ethyl 2-cyano-4,4-dimethoxybutyrate